methyl 2-chloro-2-phenyl-cyclopropanecarboxylate ClC1(C(C1)C(=O)OC)C1=CC=CC=C1